C(C=CC)(=O)NCCCC[C@H](N)C(=O)O N6-(but-2-enoyl)lysine